C(C=C)(=O)O.C(C=C)(=O)O.C(C=C)(=O)O.C(COCCOCCO)O triethylene glycol diacrylate acrylate